[(2R,5R)-4-[(4-methoxyphenyl)methyl]-5-methylmorpholin-2-yl]methanol COC1=CC=C(C=C1)CN1C[C@@H](OC[C@H]1C)CO